N-(3-(2',4'-dichloro-[1,1'-biphenyl]-4-yl)propyl)-2-ethyl-6-methylthieno[2,3-d]pyrimidin-4-amine ClC1=C(C=CC(=C1)Cl)C1=CC=C(C=C1)CCCNC=1C2=C(N=C(N1)CC)SC(=C2)C